10,17-dihydroxydocosa-4,7,11,13,15,19-hexaenoic acid OC(CC=CCC=CCCC(=O)O)C=CC=CC=CC(CC=CCC)O